(4-([1,1'-biphenyl]-3-ylamino)phenyl)-10H-chromeno[3,2-b]pyridin-10-one C1(=CC(=CC=C1)NC1=CC=C(C=C1)C1=CC=C2C(=N1)C(C=1C=CC=CC1O2)=O)C2=CC=CC=C2